C(C)(C)(C)OC(=O)N[C@H](C(=O)OC)CC1=CC(=C(C=C1)O)F Methyl (S)-2-((tert-butoxycarbonyl)amino)-3-(3-fluoro-4-hydroxyphenyl)-prop-anoate